(E)-N-(3-bromo-2-Fluorophenyl)-2-(hydroxyimino)acetamide BrC=1C(=C(C=CC1)NC(/C=N/O)=O)F